[Si](C1=CC=CC=C1)(C1=CC=CC=C1)(C(C)(C)C)OC(C(NC=1SC=C(C1C(=O)OC)Cl)=S)C methyl 2-(2-((tert-butyldiphenylsilyl) oxy) propanethioamido)-4-chlorothiophene-3-carboxylate